methyl 1-((trans)-[1,1'-bi(cyclopropan)]-2-yl)-6-oxo-4-(((trifluoromethyl)sulfonyl)oxy)-1,6-dihydropyridine-3-carboxylate C1(C(C1)N1C=C(C(=CC1=O)OS(=O)(=O)C(F)(F)F)C(=O)OC)C1CC1